C(C)OC(=O)C=1OC2=C(C1C)C=C(C=C2)S(N(CCC2=CC=CC=C2)CC2=CC=C(C=C2)C(=O)OC(C)(C)C)(=O)=O 3-methyl-5-(N-(4-(t-Butoxycarbonyl)benzyl)-N-phenethylsulfamoyl)benzofuran-2-carboxylic acid ethyl ester